CN(C)[Sn](N(C)C)(N(C)C)N(C)C Tetrakis(dimethylamino)Tin